(1r,3r)-3-((2-methylbenzofuran-6-yl)oxy)cyclobutan-1-amine CC=1OC2=C(C1)C=CC(=C2)OC2CC(C2)N